ClC1C(OC(CN1)C1=CC=NC=C1C(=O)NC1=CC(=CC=C1)C#N)C 5-chloro-N-(3-cyanophenyl)-6-methyl-2-morpholine-nicotinamide